NC=1C2=C(N=CN1)N(C(=C2C2=CC[C@@H](CC2)C(=O)N2[C@H](CCC2)C2CC2)C2=CC=C(C=C2)NC(C(=C)C)=O)C N-(4-(4-amino-5-((R)-4-((R)-2-cyclopropylpyrrolidine-1-carbonyl)cyclohex-1-en-1-yl)-7-methyl-7H-pyrrolo[2,3-d]pyrimidin-6-yl)phenyl)methacrylamide